N-(2-cyclopropyl-3-(4-fluorophenyl)propyl)-6-oxo-1,6-dihydropyrimidine-2-carboxamide C1(CC1)C(CNC(=O)C=1NC(C=CN1)=O)CC1=CC=C(C=C1)F